ClC1=C(CN2C3=C(OC(C2=O)(C)C)C=CC(=C3)C(=O)NO)C=CC(=C1)OC 4-(2-chloro-4-methoxybenzyl)-N-hydroxy-2,2-dimethyl-3-oxo-3,4-dihydro-2H-benzo[b][1,4]oxazine-6-carboxamide